Cl.COC1=C(OCCN(C2(CCOCC2)C(=O)NC2(CC2)C2=CC=C(C(=O)O)C=C2)C)C=CC=C1 4-[1-[[4-[2-(2-Methoxyphenoxy)ethyl-methyl-amino]tetrahydropyran-4-carbonyl]amino]cyclopropyl]benzoic acid, hydrochloride